9-(morpholinomethyl)carbazole O1CCN(CC1)CN1C2=CC=CC=C2C=2C=CC=CC12